methyl (4-methoxy)-benzenesulfinate COC1=CC=C(C=C1)S(=O)OC